CN(C1=CN(C=C1)C=1C=CC(=C(C(=O)NC2(CC2)C=2C=3C4=C(C(N(C4=CC2)C)=O)C=CC3)C1)C)C 5-(3-(dimethylamino)pyrrol-1-yl)-2-methyl-N-(1-(1-methyl-2-oxo-1,2-dihydrobenzo[cd]indol-6-yl)cyclopropyl)benzamide